FC=1C(=NC=NC1N(CC1=CC=C(C=C1)OC(F)(F)F)C)NCC1=CC=C(C=C1)CC(=O)N 2-[4-[[[5-fluoro-6-[methyl-[[4-(trifluoromethoxy)phenyl]methyl]amino]pyrimidin-4-yl]amino]methyl]phenyl]acetamide